FC=1C=C2CCC3(CC3)OC2=C(C1)C#N 6-fluorospiro[chroman-2,1'-cyclopropane]-8-carbonitrile